methyl (2-methacryloyloxyethyl) phosphate P(=O)(OC)(OCCOC(C(=C)C)=O)[O-]